4,4'-(isoquinoline-5,8-diyl)dibenzoic acid C1=NC=CC2=C(C=CC(=C12)C1=CC=C(C(=O)O)C=C1)C1=CC=C(C(=O)O)C=C1